N,N-dimethyl-γ-(3-chlorophenyl)-2-pyridinylpropylamine maleate C(\C=C/C(=O)O)(=O)O.CN(C)CC(CC1=CC(=CC=C1)Cl)C1=NC=CC=C1